ClC1=C(C=CC=C1F)[C@H](C)NC(=O)N1[C@@H](CN(CC1)C1=C(C=NC=C1)F)C (R)-N-((S)-1-(2-chloro-3-fluorophenyl)ethyl)-4-(3-fluoropyridin-4-yl)-2-methylpiperazine-1-carboxamide